ClC1=C(C=CC(=C1)OC1=CC=C(C=C1)Cl)C(C)=O (2-chloro-4-(4-chlorophenoxy)phenyl)ethanone